tert-butyl-(6-bromoquinoline-4-carbonyl)glycine C(C)(C)(C)N(CC(=O)O)C(=O)C1=CC=NC2=CC=C(C=C12)Br